NP([O-])([O-])=O aminophosphonoate